4-chloro-1-methyl-1H-pyrazolo[4,3-c]pyridine-6-carbonyl chloride ClC1=NC(=CC2=C1C=NN2C)C(=O)Cl